C(C)(C)N1CC=2N(CC1)N=C(C2)C(=O)N 5-isopropyl-4,5,6,7-tetrahydropyrazolo[1,5-a]pyrazine-2-carboxamide